tert-butyl-3-[(6-iodopyridazin-3-yl)amino]-1,5-dimethyl-8-azabicyclo[3.2.1]octane-8-carboxylate C(C)(C)(C)OC(=O)N1C2(CC(CC1(CC2)C)NC=2N=NC(=CC2)I)C